tert-butanol-d10 [2H]C([2H])([2H])C(C([2H])([2H])[2H])(C([2H])([2H])[2H])O[2H]